CC=1CN(C(NN1)=O)/N=C/C=1C=NC=CC1 (E)-4,5-dihydro-6-methyl-4-(3-pyridylmethyleneamino)-1,2,4-triazin-3(2H)-one